N-(2-chlorophenyl)-1,3-dimethyl-1H-pyrazol-5-amin ClC1=C(C=CC=C1)NC1=CC(=NN1C)C